(R)-7-(2-(((1H-pyrrolo[2,3-c]pyridin-5-yl)oxy)methyl)pyrrolidin-1-yl)-6-fluoro-1-(4-hydroxy-phenyl)-4-oxo-1,4-dihydro-quinoline-3-carboxylic acid N1C=CC=2C1=CN=C(C2)OC[C@@H]2N(CCC2)C2=C(C=C1C(C(=CN(C1=C2)C2=CC=C(C=C2)O)C(=O)O)=O)F